N1C=CC=2C1=CC=1CCCNC1C2 5,6,7,8-tetrahydro-1H-pyrrolo[2,3-g]quinoline